4-(2,6-difluorobenzyl)-2-(4-((1-methyl-1H-1,2,4-triazol-5-yl)oxy)phenyl)-2,4-dihydro-3H-1,2,4-triazol-3-one FC1=C(CN2C(N(N=C2)C2=CC=C(C=C2)OC2=NC=NN2C)=O)C(=CC=C1)F